COCCN(CC=CC(=O)O)CCOC 4-(bis(2-methoxyethyl)amino)but-2-enoic acid